tert-Butyl-2-[4-bromo-2-(4-butoxy-4,5-dihydroisoxazol-3-yl)phenoxy]acetat C(C)(C)(C)OC(COC1=C(C=C(C=C1)Br)C1=NOCC1OCCCC)=O